[Br-].C1(=CC=CC=C1)[P+](C[C@H](CCCCCCCCCCCC)C)(C1=CC=CC=C1)C1=CC=CC=C1 (S)-triphenyl-2-methyl-1-tetradecylphosphonium bromide